N-(3-methanesulfonamidophenyl)-1-phenyl-1H-pyrazole-4-carboxamide CS(=O)(=O)NC=1C=C(C=CC1)NC(=O)C=1C=NN(C1)C1=CC=CC=C1